BrC1=CC(=C(C=C1)[C@@H](C)N)F (R)-1-(4-bromo-2-fluorophenyl)ethan-1-amine